Cl.Cl.CC1=NN(C2=CC=C(C=C12)C)C/C=C/[C@H]1NCCC[C@@H]1O (2R,3S)-2-((E)-3-(3,5-dimethyl-1H-indazol-1-yl)prop-1-en-1-yl)piperidin-3-ol dihydrochloride